FC(C(=O)O)(F)F.C1NCC12CCN(CC2)C2=NC=NC1=CC=C(C=C21)C=2C=C(C(=NC2)OC)NS(=O)(=O)C2=CC=C(C=C2)F N-(5-(4-(2,7-diazaspiro[3.5]nonan-7-yl)quinazolin-6-yl)-2-methoxypyridin-3-yl)-4-fluorobenzenesulfonamide trifluoroacetate